[4-(cyanomethyl)cyclohexyl]-N-methyl-carbamic acid tert-butyl ester C(C)(C)(C)OC(N(C)C1CCC(CC1)CC#N)=O